FC([C@H]1[C@@H](C1)C(=O)NC=1C=CC(=NC1)C=1N=NN(C1NC(O[C@H](C)C=1C(=NC=C(C1)F)F)=O)C)F |&1:2,3| (R)-1-(2,5-difluoropyridin-3-yl)ethyl (4-(5-((1RS,2RS)-2-(difluoromethyl) cyclopropane-1-carboxamido) pyridin-2-yl)-1-methyl-1H-1,2,3-triazol-5-yl)carbamate